Cl.Cl.COC1=CC(=C(C=C1)NC1=CC2=C(C=N1)N(C(N2CC2CCNCC2)=O)C)C 6-((4-methoxy-2-methylphenyl)amino)-3-methyl-1-(piperidin-4-ylmethyl)-1,3-dihydro-2H-imidazo[4,5-c]pyridin-2-one dihydrochloride